NC1=CC=C(C(=O)O)C=C1.NC1=CC=C(C(=O)O)C=C1.C(C(C)N)N propylenediamine bis(4-aminobenzoate)